rac-(1s,2r)-(R)-4,4-dimethyl-2-oxotetrahydrofuran-3-yl 1-(2-methoxy-5-methylphenyl)-2-(2-methoxy-6-methylpyridin-3-yl)cyclopropanecarboxylate COC1=C(C=C(C=C1)C)[C@]1([C@H](C1)C=1C(=NC(=CC1)C)OC)C(=O)O[C@H]1C(OCC1(C)C)=O |&1:9,10|